N1CNC=C2C1=CC=[SiH]2 dihydrosilolopyrimidine